FC(C1=NN(C=C1C1=CC=2C(=NC=C(C2)C(=O)NC=2C(=NC=C(C2)NC(CN2[C@H](CCC2)C)=O)C)N1)C)F (S)-2-(3-(difluoromethyl)-1-methyl-1H-pyrazol-4-yl)-N-(2-methyl-5-(2-(2-methylpyrrolidin-1-yl)acetamido)pyridin-3-yl)-1H-pyrrolo[2,3-b]pyridine-5-carboxamide